FC1=C(CN2CC(C2)C(=O)O)C=CC(=C1)C1=NOC(=N1)C1=CC=C(C=C1)CC(C)C 1-{2-Fluoro-4-[5-(4-isobutylphenyl)-1,2,4-oxadiazol-3-yl]-benzyl}-3-azetidinecarboxylic acid